2-hydroxy-benzamide OC1=C(C(=O)N)C=CC=C1